titanium tetrakis(diethylaminotitanium) C(C)N(CC)[Ti].C(C)N(CC)[Ti].C(C)N(CC)[Ti].C(C)N(CC)[Ti].[Ti]